3-(2,3,4-Trihydroxyphenyl)-2-propenoic acid OC1=C(C=CC(=C1O)O)C=CC(=O)O